[N+](=O)([O-])C1=CC=C(C=C1)NC1=CC=C(C=C1)NC1=CC=C(C=C1)[N+](=O)[O-] N,N'-di(4-nitrophenyl)-1,4-phenylenediamine